3-(((1-(2-Hydroxyethyl)azetidin-3-yl)(methyl)carbamoyl)oxy)-2-((((9Z,12Z)-octadeca-9,12-dienoyl)oxy)methyl)propyl (9Z,12Z,15Z)-octadeca-9,12,15-trienoate C(CCCCCCC\C=C/C\C=C/C\C=C/CC)(=O)OCC(COC(N(C)C1CN(C1)CCO)=O)COC(CCCCCCC\C=C/C\C=C/CCCCC)=O